CN1N=CC=2C1=NC(=CC2N2C[C@H]([C@@H](CC2)C2=NC=C(C=C2)N2CCNCC2)C)C 1,6-dimethyl-4-[(3s,4r)-3-methyl-4-(5-piperazin-1-yl-2-pyridinyl)-1-piperidinyl]pyrazolo[3,4-b]pyridine